N-(4-(4-benzylpiperazin-1-yl)quinolin-3-yl)-4-cyanobenzamide C(C1=CC=CC=C1)N1CCN(CC1)C1=C(C=NC2=CC=CC=C12)NC(C1=CC=C(C=C1)C#N)=O